4-methylene-bromobenzene C=C1CC=C(C=C1)Br